(6-(pyridin-2-yl)pyrazolo[1,5-a]pyridin-3-yl)methanone N1=C(C=CC=C1)C=1C=CC=2N(C1)N=CC2C=O